N-(benzoyloxy)benzamide C(C1=CC=CC=C1)(=O)ONC(C1=CC=CC=C1)=O